[3-(methacrylamido)propyl]-trimethylammonium chloride [Cl-].C(C(=C)C)(=O)NCCC[N+](C)(C)C